BrC1=CC=C(C(=N1)C=1N=NN(N1)CC1=C(C=CC(=C1)OC(F)(F)F)F)Cl 6-bromo-3-chloro-2-(2-(2-fluoro-5-(trifluoromethoxy)benzyl)-2H-tetrazol-5-yl)pyridine